C(C1=CC=CC=C1)OC1=CC(=CC=C1)C1=CCCC1 1-(benzyloxy)-3-(cyclopent-1-en-1-yl)benzene